4-acetaminophenyl ether N(C(=O)C)C1=CC=C(C=C1)OC1=CC=C(C=C1)NC(=O)C